1-piperazine-ethanesulfonic acid N1(CCNCC1)CCS(=O)(=O)O